C(OC1CCC(CC1)N1C(C(=CC=C1)NC(OC(C)(C)C)=O)=O)([2H])([2H])[2H] tert-butyl (1-((1s,4s)-4-(methoxy-d3)cyclohexyl)-2-oxo-1,2-dihydropyridin-3-yl)carbamate